1,4-dibromo-butoxybenzene BrC(CCCBr)OC1=CC=CC=C1